(S)-7-((3-fluorobenzyl)amino)-5-((piperidin-3-yl)amino)pyrazolo[1,5-a]pyrimidine-3-carbonitrile FC=1C=C(CNC2=CC(=NC=3N2N=CC3C#N)N[C@@H]3CNCCC3)C=CC1